N-(4-chlorophenyl)-4-(3-(2,3-dichlorophenyl)-5-hydroxymethyl-1H-pyrazolo[3,4-b]pyrazin-6-yl)piperazine-1-carboximidamide ClC1=CC=C(C=C1)NC(=N)N1CCN(CC1)C1=C(N=C2C(=N1)NN=C2C2=C(C(=CC=C2)Cl)Cl)CO